ClC=1C=C2C=C(C(OC2=CC1)=O)C(=O)NC1=C(C=C(C=C1)C)C 6-chloro-N-(2,4-dimethyl-phenyl)-2-oxo-2H-chromene-3-carboxamide